C1(=CC=CC=C1)C1=C(C(=CC(=C1)C(C)=O)C1=CC=CC=C1)O 2,6-diphenyl-4-acetylphenol